[3-[(2S)-2-[(tert-butoxycarbonyl)amino]-4-carbamoylbutoxy]phenyl]acetic acid C(C)(C)(C)OC(=O)N[C@H](COC=1C=C(C=CC1)CC(=O)O)CCC(N)=O